4-[(1E)-2-[4-bromo-3-(trifluoromethyl)phenyl]ethenyl]benzaldehyde BrC1=C(C=C(C=C1)/C=C/C1=CC=C(C=O)C=C1)C(F)(F)F